(4-((4-((2-ethyl-4-phenylthiazol-5-yl)oxy)pyridin-2-yl)amino)pyridin-2-yl)propan-2-ol C(C)C=1SC(=C(N1)C1=CC=CC=C1)OC1=CC(=NC=C1)NC1=CC(=NC=C1)CC(C)O